C(C)(C)(C)OC(=O)O[C@@H]1[C@H]([C@H](N(C1)C(=O)OC(C)(C)C)CC1=CC=C(C=C1)C1=CC=C(C=C1)S(F)(F)(F)(F)F)OC(=O)OC1=CC=C(C=C1)[N+](=O)[O-] tert-butyl (2R,3S,4S)-4-[(tert-butoxycarbonyl)oxy]-3-[(4-nitrophenoxycarbonyl)oxy]-2-{[4'-(pentafluoro-lambda6-sulfanyl)-[1,1'-biphenyl]-4-yl]methyl}pyrrolidine-1-carboxylate